3-(5-(2-(2-Hydroxyethyl)-7-azaspiro[3.5]nonan-7-yl)-1-oxoisoindolin-2-yl)piperidine-2,6-dione OCCC1CC2(C1)CCN(CC2)C=2C=C1CN(C(C1=CC2)=O)C2C(NC(CC2)=O)=O